C1(CCC1)N1N=CC(=C1)NC(C1=C(C(=CC=C1)C=1C=NN(C1)C)F)=O N-(1-cyclobutyl-1H-pyrazol-4-yl)-2-fluoro-3-(1-methyl-1H-pyrazol-4-yl)benzamide